(1S)-N-(azetidin-3-yl)-4-[5-(5-fluoro-2-methoxypyridin-4-yl)-1H-pyrazole-3-carbonyl]-4-azaspiro[2.5]octane-7-carboxamide N1CC(C1)NC(=O)C1CCN(C2(CC2)C1)C(=O)C1=NNC(=C1)C1=CC(=NC=C1F)OC